methyl 4-(6-methylpyridin-3-yl)-1H-pyrrole-2-carboxylate CC1=CC=C(C=N1)C=1C=C(NC1)C(=O)OC